FC1=C(CC2(N3C(C=4N(C(C5(CC2)CC(=NO5)OC)C3)C=C(C(C4)=O)C(=O)N)=O)C)C=CC(=C1)F 2,4-difluorobenzyl-3-methoxy-3'-methyl-1',11'-dioxo-1',4',5',11'-tetrahydro-3'H,4H,7'H-spiro[isoxazole-5,6'-[2,7]methanopyrido[1,2-a][1,4]diazonine]-10'-carboxamide